C1(CC1)C=1N=NN(C1)[C@H](C(=O)N1[C@@H](C[C@H](C1)O)C(=O)NC(C)(C)C1=NOC(=C1)C(F)F)C(C)(C)C (2S,4r)-1-[(2S)-2-(4-cyclopropyl-triazol-1-yl)-3,3-dimethyl-butyryl]-N-[1-[5-(difluoromethyl)isoxazol-3-yl]-1-methyl-ethyl]-4-hydroxy-pyrrolidine-2-carboxamide